C(CC)C=1C=NN2C1N=CC(=C2)C#N 3-propylpyrazolo[1,5-a]pyrimidine-6-carbonitrile